(3-methoxyazetidin-1-yl)-(5-phenyl-6,7-dihydro-5H-pyrrolo[1,2-b][1,2,4]triazol-2-yl)methanone COC1CN(C1)C(=O)C=1N=C2N(N1)C(CC2)C2=CC=CC=C2